tert-butyl 2-[4-(dimethylamino)butan-2-ylidene]hydrazine-1-carboxylate CN(CCC(C)=NNC(=O)OC(C)(C)C)C